C(C)(C)(C)OC(C(CC1=CC=CC=C1)N1OCN(OC1)C1=C(C=CC(=C1)Cl)N1N=NC(=C1)C(F)(F)F)=O 2-(4-(5-chloro-2-(4-(trifluoromethyl)-1H-1,2,3-triazol-1-yl)phenyl)-2,5-dioxapiperazin-1-yl)-3-phenylpropionic acid tert-butyl ester